methyl (S)-2-(((cyclobutylmethoxy)carbonyl)amino)-4-oxo-4-(3-(2-(5,6,7,8-tetrahydro-1,8-naphthyridin-2-yl)ethyl)azetidin-1-yl)butanoate C1(CCC1)COC(=O)N[C@H](C(=O)OC)CC(N1CC(C1)CCC1=NC=2NCCCC2C=C1)=O